[N-]=C=O.[N-]=C=O.CC1(CCC(CC1)C)C methyl-1,4-dimethylcyclohexane diisocyanate